2,3-diisocyanato-1-methylcyclohexane N(=C=O)C1C(CCCC1N=C=O)C